OCCCCN 4-HYDROXYBUTYLAMINE